CC(C)CCC[C@@H](C)[C@H]1CC[C@H]2[C@@H]3CC=C4C[C@@H](O)CC[C@]4(CI)[C@H]3CC[C@]12C Iodocholesterol